(R)-2-methyl-1-(octadecyloxy)-3-(triphenylmethoxy)propan-2-ol C[C@@](COCCCCCCCCCCCCCCCCCC)(COC(C1=CC=CC=C1)(C1=CC=CC=C1)C1=CC=CC=C1)O